C(#N)C1=C(C=CC=C1)C1=CN(C2=NC=CC(=C21)OC2=C(C=C(C=C2F)NC(=O)NCC2(COC2)C)F)COCC[Si](C)(C)C N-(4-{[3-(2-cyanophenyl)-1-{[2-(trimethylsilyl)ethoxy]methyl}-1H-pyrrolo[2,3-b]pyridin-4-yl]oxy}-3,5-difluorophenyl)-N'-[(3-methyloxetan-3-yl)methyl]urea